C(C1=CC=CC=C1)O[C@@H](C=O)[C@@H](O)[C@@H](O)[C@H](O)CO O-BENZYL-D-GALACTOSE